(1R,3S)-3-{5-[2-(2-formyl-3,5-dimethoxyphenoxy)acetamido]-2H-pyrazol-3-yl}cyclopentyl N-isopropylcarbamate C(C)(C)NC(O[C@H]1C[C@H](CC1)C=1NN=C(C1)NC(COC1=C(C(=CC(=C1)OC)OC)C=O)=O)=O